C(C)C(CO)C(CC)CC 2,3-diethyl-1-pentanol